N2-[4-[[(2S,6S)-2,6-dimethylpiperazin-1-yl]methyl]phenyl]-N4-[2-(6-methyl-2-pyridyl)pyrimidin-4-yl]pyrimidine-2,4-diamine C[C@@H]1N([C@H](CNC1)C)CC1=CC=C(C=C1)NC1=NC=CC(=N1)NC1=NC(=NC=C1)C1=NC(=CC=C1)C